8-Fluoro-3-nitroimidazo[1,2-a]pyridine-2-carboxylic acid ethyl ester C(C)OC(=O)C=1N=C2N(C=CC=C2F)C1[N+](=O)[O-]